(S)-1-(1-(Naphthalene-1-yl)ethyl)-3-(2-(pyridin-3-yl)phenyl)urea C1(=CC=CC2=CC=CC=C12)[C@H](C)NC(=O)NC1=C(C=CC=C1)C=1C=NC=CC1